1-trifluoromethyl-4-phenylethynyl-benzene FC(C1=CC=C(C=C1)C#CC1=CC=CC=C1)(F)F